COC=1C=C(C=CC1C)NC(=O)C1CCC(CC1)N1C(C2=CC(=CC(=C2C1)C)C=C)=O (1s,4s)-N-(3-Methoxy-4-methylphenyl)-4-(4-methyl-1-oxo-6-vinylisoindolin-2-yl)cyclohexanecarboxamide